O1[C@H](COC2=C1C=CC=C2)C2=CC=C(CN1CCC(CC1)C#N)C=C2 1-{4-[(2S)-2,3-dihydro-1,4-benzodioxin-2-yl]benzyl}piperidine-4-carbonitrile